CC1=C(CNC=2C=3N(C4=CC(=CC=C4N2)C(=O)N(CC2=NC=C(C=C2)C(F)(F)F)[C@H](C)C2=NC=CC=N2)C=NC3C)C=CC(=C1)C (R)-4-((2,4-dimethylbenzyl)amino)-3-methyl-N-(1-(pyrimidin-2-yl)ethyl)-N-((5-(trifluoromethyl)pyridin-2-yl)methyl)imidazo[1,5-a]quinoxaline-8-carboxamide